BrCC(=O)NC=1C(=C(NC1C)C=C1C(NC2=CC=C(C=C12)C(=O)NC(C)C1=CC=CC=C1)=O)C 3-((4-(2-Bromoacetamido)-3,5-dimethyl-1H-pyrrol-2-yl)-methylene)-2-oxo-N-(1-phenyl-ethyl)indoline-5-carboxamide